C(CCCCC)C(C(=O)NC(CCSCCC(=O)OCCCCCC(C)C)C(NCCN1CCCCC1)=O)CCCCCCCC 6-methylheptyl 3-((3-(2-hexyldecanamido)-4-oxo-4-((2-(piperidin-1-yl)ethyl)amino)butyl)thio)propanoate